methyl N-(2-(4-(6-((tert-butoxycarbonyl)amino)hexanamido)piperidin-1-yl)thiazole-4-carbonyl)-O-(tert-butyldimethylsilyl)-L-seryl-L-serinate C(C)(C)(C)OC(=O)NCCCCCC(=O)NC1CCN(CC1)C=1SC=C(N1)C(=O)N[C@@H](CO[Si](C)(C)C(C)(C)C)C(=O)N[C@@H](CO)C(=O)OC